6-(1H-indol-3-yl)-2-methylnicotinic acid ethyl ester C(C)OC(C1=C(N=C(C=C1)C1=CNC2=CC=CC=C12)C)=O